FC=1C(=NC=C(C1)F)NC(CC[C@H]1C2C3CCC=4C=C(C=CC4C3CC[C@@]2(/C(/C1)=N/O)C)F)=O N-(3,5-difluoropyridin-2-yl)-3-((13S,15R,E)-3-fluoro-17-(hydroxyimino)-13-methyl-7,8,9,11,12,13,14,15,16,17-decahydro-6H-cyclopenta[a]phenanthren-15-yl)propanamide